NCC1([C@H]2CN(C[C@@H]12)C=1N(C(C2=C(N1)NC=C2C2=C(C1=CN(N=C1C=C2)C)Cl)=O)C)C=2SC=C(N2)C 2-((1R,5S,6r)-6-(aminomethyl)-6-(4-methylthiazol-2-yl)-3-azabicyclo[3.1.0]hexan-3-yl)-5-(4-chloro-2-methyl-2H-indazol-5-yl)-3-methyl-3,7-dihydro-4H-pyrrolo[2,3-d]pyrimidin-4-one